4-chloro-1-ethyl-5-(4-ethyl-6-(3,3,3-trifluoro-2-methylpropyl)pyridin-3-yl)-1H-pyrazole-3-carboxylic acid ClC=1C(=NN(C1C=1C=NC(=CC1CC)CC(C(F)(F)F)C)CC)C(=O)O